N[C@@H]1CN(C[C@H](C1)O)C(=O)OC(C)(C)C tert-butyl (3S,5S)-3-amino-5-hydroxypiperidine-1-carboxylate